C1(=CC=C(C=C1)OP(=O)(OC1=CC=C(C=C1)C)OC1=CC=C(C=C1)C)C.C12(CC3CC(CC(C1)C3)C2)NCC=2N=C(SC2)C(=O)NC2=CC(=CC=C2)C2C(NC(CC2)=O)=O 4-(((adamantan-1-yl)amino)methyl)-N-(3-(2,6-dioxopiperidin-3-yl)phenyl)thiazole-2-carboxamide tri(p-tolyl)phosphate